[5-(1H-benzimidazol-2-yl)-1-[(4-methoxyphenyl)methyl]pyrazol-3-yl]-4-(2-hydroxyethoxy)-3-methoxy-benzamide N1C(=NC2=C1C=CC=C2)C2=CC(=NN2CC2=CC=C(C=C2)OC)C2=C(C(=O)N)C=CC(=C2OC)OCCO